C1(CC1)C1=NN(C=C1C1=CC2=C(C=N1)N=CN2C)[C@@H]2C[C@H](C2)CNC=2C=C1C(N(C(C1=CC2)=O)C2C(NC(CC2)=O)=O)=O 5-(((Trans-3-(3-cyclopropyl-4-(1-methyl-1H-imidazo[4,5-c]pyridin-6-yl)-1H-pyrazol-1-yl)cyclobutyl)methyl)amino)-2-(2,6-dioxopiperidin-3-yl)isoindoline-1,3-dione